(R)-3-methylpyrrolidin C[C@H]1CNCC1